2-(2,5-dimethyl-1H-pyrrol-1-yl)-7-(4-(1-(1-(4-fluorophenyl)-2,2-dimethylpropyl)-1H-pyrazol-4-yl)pyrimidin-2-yl)-[1,2,4]triazolo[1,5-a]pyridine CC=1N(C(=CC1)C)C1=NN2C(C=C(C=C2)C2=NC=CC(=N2)C=2C=NN(C2)C(C(C)(C)C)C2=CC=C(C=C2)F)=N1